(2-Acryloxyethoxy)trimethylsilane C(C=C)(=O)OCCO[Si](C)(C)C